chlorodysprosium bromide [Br-].Cl[Dy+2].[Br-]